FC(C=1N=CC(=NC1)CC1CC2(CN(C2)C(=O)N2C[C@H](CC2)C(=O)N)C1)(F)F (3S)-1-[6-[[5-(Trifluoromethyl)pyrazin-2-yl]methyl]-2-azaspiro[3.3]heptane-2-carbonyl]pyrrolidine-3-carboxamide